(E)-3-(3,4-dihydroxyphenyl)-N-(3-((4-(3-(3,4-dihydroxyphenyl)propanamido)butyl)amino)propyl)acrylamide OC=1C=C(C=CC1O)/C=C/C(=O)NCCCNCCCCNC(CCC1=CC(=C(C=C1)O)O)=O